(-)-6-(difluoromethyl-d)-8-((1R,2S)-2-methylcyclopentyl)-2-((1-(methylsulfonyl)piperidin-4-yl-3,3,5,5-d4)-amino)pyrido[2,3-d]pyrimidin-7(8H)-one FC(C1=CC2=C(N=C(N=C2)NC2C(CN(CC2([2H])[2H])S(=O)(=O)C)([2H])[2H])N(C1=O)[C@H]1[C@H](CCC1)C)([2H])F